C1(CCCCC1)C1=CC=C(C=C1)NC=1C2=C(N=C(N1)N1C[C@H](OCC1)C)N=CC(=C2)N (R)-N4-(4-cyclohexylphenyl)-2-(2-methylmorpholino)pyrido[2,3-d]pyrimidine-4,6-diamine